(2s)-2-[(3s)-1-{[2-(difluoromethoxy)-4-(4-methyl-1-phenyl-1H-pyrazol-3-yl)phenyl]methyl}piperidin-3-yl]propane-1,2-diol FC(OC1=C(C=CC(=C1)C1=NN(C=C1C)C1=CC=CC=C1)CN1C[C@H](CCC1)[C@](CO)(C)O)F